ClC1=C(C=CC=C1)S(=O)(=O)N1[C@H]([C@H](CCC1)C(=O)NC1=CC(=C(C=C1)C)C(F)(F)F)C1=CC=C(C=C1)NC1CCCC1 (2R,3S)-1-((2-chlorophenyl)sulfonyl)-2-(4-(cyclopentylamino)phenyl)-N-(4-methyl-3-(trifluoromethyl)phenyl)piperidine-3-carboxamide